CO[C@@]1([C@]([C@@](O[C@@H]1CO)(N1C(=S)NC(=O)C=C1)C)(O)C12C(C(CCC1C2(C)C)C)=O)O methoxycaronyl-methyl-2-thiouridine